9H,9'H-4,4'-bicarbazole C1=CC=C(C=2C3=CC=CC=C3NC12)C1=CC=CC=2NC3=CC=CC=C3C12